(R)-alpha-(Boc-amino)-4-pentynoic acid C(=O)(OC(C)(C)C)N[C@@H](C(=O)O)CC#C